C(C)C1=NN(C=C1C(=O)NC1CCC(CC1)NC1=CC=CC=2N1C=C(N2)C(F)F)C 3-ethyl-1-methyl-N-[(1s,4s)-4-{[2-(difluoromethyl)imidazo[1,2-a]pyridin-5-yl]amino}cyclohexyl]-1H-pyrazole-4-carboxamide